O1C2=C(OCC1)C(=CC=C2)C(C)NC(=O)C=2C=C(C=CC2C)NC2CN(C2)C(=O)OC(C)(C)C tert-butyl 3-((3-((1-(2,3-dihydrobenzo[b][1,4]dioxin-5-yl)ethyl)carbamoyl)-4-methylphenyl)amino)azetidine-1-carboxylate